BrC=1C=C2C(=NC=NC2=CC1)OC 6-bromo-4-methoxy-quinazoline